4-amino-3-(1-methyl-1H-indazol-3-yl)-1H-pyrrole NC=1C(=CNC1)C1=NN(C2=CC=CC=C12)C